C(C)(C)(C)OC(=O)N1[C@H](CN([C@@H](C1)CC)C(C)C=1C=C2N=CC=NC2=CC1)C (2S,5R)-5-ethyl-2-methyl-4-(1-(quinoxalin-6-yl)ethyl)piperazine-1-carboxylic acid tert-butyl ester